NCC(=O)NCC1=CC(=C(C=C1)OC)OC 2-amino-N-(3,4-dimethoxybenzyl)acetamide